5-amino(4-aminophenyl)benzimidazole NC1=CC2=C(N=C(N2)C2=CC=C(C=C2)N)C=C1